(S)-5-chloro-2-fluoro-4-((2-morpholino-1-phenylethyl)amino)-N-(thiazol-2-yl)benzenesulfonamide 2,2,2-trifluoroacetate FC(C(=O)O)(F)F.ClC=1C(=CC(=C(C1)S(=O)(=O)NC=1SC=CN1)F)N[C@H](CN1CCOCC1)C1=CC=CC=C1